C(C(C)(C)C)(=O)O[BH-](OC(C(C)(C)C)=O)OC(C(C)(C)C)=O.[Na+] sodium tris(pivaloyloxy)borohydride